1-ethyl-3-(2,3,4,6-tetrafluorophenoxy)azetidine C(C)N1CC(C1)OC1=C(C(=C(C=C1F)F)F)F